5-chloro-N2-(4-((2S,6S)-2,6-diethyl-1-(oxetan-3-yl)-1,2,3,6-tetrahydropyridin-4-yl)-2-isopropoxy-5-methyl-phenyl)-N4-(2-(isopropylsulfonyl)phenyl)pyrimidine-2,4-diamine ClC=1C(=NC(=NC1)NC1=C(C=C(C(=C1)C)C=1C[C@@H](N([C@H](C1)CC)C1COC1)CC)OC(C)C)NC1=C(C=CC=C1)S(=O)(=O)C(C)C